FC(COCCOCCO[Al](OCCOCCOCC(F)(F)F)OCCOCCOCC(F)(F)F)(F)F tris(2-(2-(2,2,2-trifluoroethoxy)ethoxy)ethoxy)aluminum